epoxycholine O1C(C[N+](C)(C)C)O1